3-(1-oxo-5-(((1S,2R)-2-(3-(2,2,2-trifluoroethoxy)azetidin-1-yl)cyclohexyl)oxy)isoindolin-2-yl)piperidine-2,6-dione O=C1N(CC2=CC(=CC=C12)O[C@@H]1[C@@H](CCCC1)N1CC(C1)OCC(F)(F)F)C1C(NC(CC1)=O)=O